C(C=C)(=O)N1CC2N(C(C=3C=C(C(=C4C=C(N(C34)CC2)C)C2=CC=C(C=3SC(=C(C32)C#N)N)F)F)=O)CC1 4-(10-Acryloyl-2-fluoro-5-methyl-14-oxo-8,8a,9,10,11,12-hexahydro-7H,14H-pyrazino[1',2':5,6][1,5]diazocino[3,2,1-hi]indol-3-yl)-2-amino-7-fluorobenzo[b]thiophene-3-carbonitrile